BrC1=C(COC2=CC(=C(CN[C@H](C(=O)O)C(C)O)C=C2Cl)OCC=2C=NC=CC2)C=CC=C1C1=C2CCN(C2=CC=C1)CCCN1CC2(C1)NC(NC2)=O (2S)-2-(4-(2-bromo-3-(1-(3-(6-oxo-2,5,7-triazaspiro[3.4]octan-2-yl)Propyl)indoline-4-yl)benzyloxy)-5-chloro-2-((pyridin-3-yl)methoxy)benzylamino)-3-hydroxybutanoic acid